NC(CCC1CC1)(C1=CC(=CC=C1)C#N)C=1C=CC(=C(C1)NC(=O)[C@H]1N(C[C@@H](C1)O)C(=O)NC1=CC=C(C=C1)Cl)F (2S,4R)-N2-(5-((-)-1-amino-1-(3-cyanophenyl)-3-cyclopropylpropyl)-2-fluorophenyl)-N1-(4-chlorophenyl)-4-hydroxypyrrolidine-1,2-dicarboxamide